[Co].[Ni].[Ru] Ruthenium-nickel-cobalt